ClC1=CC=C(C(=N1)OC)CC(=O)OC(C)(C)C tert-butyl 2-(6-chloro-2-methoxy-3-pyridyl)acetate